2-(2-(4-fluoropiperidin-1-yl)-6-methylpyrimidin-4-yl)-5-(4-iodo-2-(6-azaspiro[2.5]octan-6-yl)phenyl)-1,3,4-oxadiazole FC1CCN(CC1)C1=NC(=CC(=N1)C=1OC(=NN1)C1=C(C=C(C=C1)I)N1CCC2(CC2)CC1)C